2-chloro-5-(3-cyclopropyl-phenoxy)-N-[2-(4-ethynyl-2-fluoro-phenyl)-2-fluoro-ethyl]pyridine-4-carboxamide ClC1=NC=C(C(=C1)C(=O)NCC(F)C1=C(C=C(C=C1)C#C)F)OC1=CC(=CC=C1)C1CC1